CC1(CC(C1)C(CC(=O)O)O)C 3-(3,3-dimethylcyclobutyl)-3-hydroxy-propionic acid